1-(2-(dimethylamino)ethyl)-N4-(4-(4-fluoro-1H-indol-3-yl)-7H-pyrrolo[2,3-d]pyrimidin-2-yl)-N1-methyl-2-nitrobenzene-1,4-diamine CN(CCC1(C(C=C(C=C1)NC=1N=C(C2=C(N1)NC=C2)C2=CNC1=CC=CC(=C21)F)[N+](=O)[O-])NC)C